O1CC(C1)N1NC=CC1 N-(oxetan-3-yl)pyrazoline